methyl-Nω-(4-methoxy-2,3,6-trimethylbenzenesulfonyl)-L-arginine CN[C@@H](CCCNC(NS(=O)(=O)C1=C(C(=C(C=C1C)OC)C)C)=N)C(=O)O